(S)-tert-butyl 4-(6-chloro-1-(2-isopropylphenyl)-2-oxo-7-(piperidin-1-yl)-1,2-dihydropyrido[2,3-d]pyrimidin-4-yl)-3-methylpiperazine-1-carboxylate ClC1=CC2=C(N(C(N=C2N2[C@H](CN(CC2)C(=O)OC(C)(C)C)C)=O)C2=C(C=CC=C2)C(C)C)N=C1N1CCCCC1